lithium iron phosphate hydrate O.P(=O)([O-])([O-])[O-].[Fe+2].[Li+]